(E)-methyl-4-oxo-1-((tetrahydro-2H-pyran-4-yl)methyl)-3-(p-tolyl)-1,4-dihydropyridine-2,5-dicarboxamide CC1=C(C(C(=C(N1CC1CCOCC1)C(=O)N)C1=CC=C(C=C1)C)=O)C(=O)N